4-((4-nitrophenyl)butan-1,3-diyne-1-yl)piperazin-1-carboxylic acid methyl ester COC(=O)N1CCN(CC1)C#CC#CC1=CC=C(C=C1)[N+](=O)[O-]